dimethyl-(heneicosyl)amine CN(CCCCCCCCCCCCCCCCCCCCC)C